N-(1-(4-bromo-3-methoxypyridin-2-yl)propyl)carboxamide BrC1=C(C(=NC=C1)C(CC)NC=O)OC